NC1CC(C1)C(=O)NCC=1SC(=CC1)C(CSC1=NC(=NC2=CC=C(C=C12)OC)C)=O (1R,3R)-3-amino-N-((5-(2-((6-methoxy-2-methylquinazolin-4-yl)thio)acetyl)thiophen-2-yl)methyl)cyclobutane-1-carboxamide